TETRAOCTYLAMMONIUM DI(2-ETHYLHEXYL)-OXAMATE C(C)C(CN(C(C(=O)[O-])=O)CC(CCCC)CC)CCCC.C(CCCCCCC)[N+](CCCCCCCC)(CCCCCCCC)CCCCCCCC